(1R,2R)-(-)-diaminocyclohexane C1CC[C@H]([C@@H](C1)N)N